Calcium acetoacetat C(CC(=O)C)(=O)[O-].[Ca+2].C(CC(=O)C)(=O)[O-]